(R)-4-(2-oxooxazolidin-3-yl)-3-(4-methylphenyl)-N-((R)-1-(6-(trifluoromethyl)pyridin-3-yl)ethyl)-4,5-dihydro-1H-pyrazol-1-carboxamide O=C1OCCN1[C@H]1C(=NN(C1)C(=O)N[C@H](C)C=1C=NC(=CC1)C(F)(F)F)C1=CC=C(C=C1)C